CNC(COC(C(OCC(=O)NC)C)C)=O N,N',4,5-tetramethyl-3,6-dioxaoctanediamide